C(C)(C)(C)NC(OC1COCC1)=O tetrahydrofuran-3-yl tert-butylcarbamate